N,N-bis(4-methoxybenzyl)quinolin-2-amine COC1=CC=C(CN(C2=NC3=CC=CC=C3C=C2)CC2=CC=C(C=C2)OC)C=C1